tert-butyl (3S,4S)-3-hydroxy-4-((2-iodo-1-(2,2,2-trifluoroethyl)-1H-indol-4-yl)amino)piperidine-1-carboxylate O[C@H]1CN(CC[C@@H]1NC1=C2C=C(N(C2=CC=C1)CC(F)(F)F)I)C(=O)OC(C)(C)C